6-chloro-2-((7-methyl-5-(methylsulfonyl)-1H-indol-4-yl)methyl)-2H-indazole ClC=1C=CC2=CN(N=C2C1)CC1=C2C=CNC2=C(C=C1S(=O)(=O)C)C